FC(C(=O)NC1=CC=C(C=C1)C(C)C)(F)F trifluoro-N-(4-isopropylphenyl)acetamide